Cl.NC=1C=CC(=C(C=O)C1)O 5-amino-2-hydroxybenzaldehyde hydrochloride